OC(CO)C1OC(C(=C1O)O)=O.[Na] sodium 2-(1,2-dihydroxyethyl)-4-hydroxy-5-oxo-2,5-dihydrofuran-3-ol